tert-butyl 4-(3-(2,2-dibromovinyl)-4-fluorophenyl)piperazin-1-carboxylate BrC(=CC=1C=C(C=CC1F)N1CCN(CC1)C(=O)OC(C)(C)C)Br